FC1(C(C1)C1=NNC=C1)F 3-(2,2-difluorocyclopropyl)-1H-pyrazol